2'-((cyclopropylmethoxy)methyl)-N-(4,5-dimethylisoxazol-3-yl)-[1,1'-biphenyl]-2-sulfonamide C1(CC1)COCC1=C(C=CC=C1)C=1C(=CC=CC1)S(=O)(=O)NC1=NOC(=C1C)C